1,2-dibromo-4-chlorobenzene BrC1=C(C=C(C=C1)Cl)Br